(R)-2-(3-(4-amino-2-oxo-3-(4-phenoxyphenyl)-2,3-dihydro-1H-imidazo[4,5-c]pyridin-1-yl)piperidine-1-carbonyl)-4-methyl-4-(4-(2,2,2-trifluoroethyl)piperazin-1-yl)pent-2-enenitrile NC1=NC=CC2=C1N(C(N2[C@H]2CN(CCC2)C(=O)C(C#N)=CC(C)(N2CCN(CC2)CC(F)(F)F)C)=O)C2=CC=C(C=C2)OC2=CC=CC=C2